N-{(S)-1-[3-cyano-4-(trifluoromethyl)phenyl]ethyl}-4-[(S)-5-methyl-1,4-diazepan-1-yl]-8-cyclopropyl-6-methyl-1,7-diaza-3-naphthamide C(#N)C=1C=C(C=CC1C(F)(F)F)[C@H](C)NC(=O)C=1C=NC2=C(N=C(C=C2C1N1CCN[C@H](CC1)C)C)C1CC1